O[C@@H]1[C@H]2[C@@H]([C@H]([C@@H](C1)O2)C(=O)NC2=C(C=CC(=C2)C(F)(F)F)OC)C=2C(=NN(C2)C)C(F)(F)F (1R,2R,3S,4R,5S)-5-hydroxy-N-(2-methoxy-5-(trifluoromethyl)phenyl)-3-(1-methyl-3-(trifluoromethyl)-1H-pyrazol-4-yl)-7-oxabicyclo[2.2.1]heptane-2-carboxamide